C(C)(C)(C)OC(=O)N1C(CCCC1)C=1OC(=NN1)C1=CC=C(C=C1)C 2-(5-(p-tolyl)-1,3,4-oxadiazol-2-yl)piperidine-1-carboxylic acid tert-butyl ester